O=C1N(CCC(N1)=O)C1=CN=C2N1C=CC(=C2)N2CCN(CC2)C[C@@H]2CNCCO2 (S)-2-((4-(3-(2,4-dioxotetrahydroPyrimidin-1(2H)-yl)imidazo[3,2-a]pyridin-7-yl)piperazin-1-yl)methyl)morpholine